FC(C=1C=C(N=NC1)N)(F)F 5-(trifluoromethyl)pyridazin-3-amine